N1(CCCCCC1)C1=C(C(=O)N2C(CN(CC2)C(=O)OC(C)(C)C)C(F)(F)F)C=CC(=C1)NC(=O)C1CC1 tert-butyl 4-[2-(azepan-1-yl)-4-(cyclopropanecarbonylamino)benzoyl]-3-(trifluoromethyl)piperazine-1-carboxylate